1-benzyl-4-(trifluoromethyl)pyridin-1-ium bromide [Br-].C(C1=CC=CC=C1)[N+]1=CC=C(C=C1)C(F)(F)F